C(C)(C)(CC)C1=C(O)C=C(C(=C1)O)C(C)(C)CC 2,5-di-(t-amyl)-hydroquinone